C(CCCCCCC)OC1=C(C=C(C(=C1OCCCCCCCC)CNC)CC)CNC 1,1'-(2,3-dioctyloxy-5-ethyl-1,4-phenylene)-bis(N,N-dimethylamine)